dibenzyl-toluene C(C1=CC=CC=C1)C(C1=CC=CC=C1)CC1=CC=CC=C1